COC(CC=1C(NC2=CC=C(C=C2C1C1CC1)C#N)=O)=O.CN1N=CC(=C1)C1=NC=CC=C1 2-(1-methyl-1H-pyrazol-4-yl)pyridine Methyl-2-(6-cyano-4-cyclopropyl-2-oxo-1,2-dihydroquinolin-3-yl)acetate